(1R,2S)-1-methyl-2-(2-(methylsulfanyl)-5,6-dihydro-isoxazolo[5,4-h]quinazolin-9-yl)cyclopentan-1-ol C[C@@]1([C@@H](CCC1)C1=NOC=2CCC=3C=NC(=NC3C21)SC)O